C(=O)(OCC1=CC=CC=C1)N1COC([C@@H]1C)(C1=CC=C(C=C1)OCC1=CC=CC=C1)C1=CC=C(C=C1)OCC1=CC=CC=C1 (S)-N-carbobenzoxy-5,5-di(4-benzyloxyphenyl)-4-methyl-oxazolidine